tert-butyl ((S)-1-(3-((3-(difluoromethyl)-1-((1R,4S)-4-(hydroxymethyl)cyclohexyl)-1H-pyrazol-4-yl)carbamoyl)pyrazolo[1,5-a]pyrimidin-5-yl)piperidin-3-yl)carboxylate FC(C1=NN(C=C1NC(=O)C=1C=NN2C1N=C(C=C2)N2C[C@H](CCC2)C(=O)OC(C)(C)C)C2CCC(CC2)CO)F